α-tetradecene C=CCCCCCCCCCCCC